COC(=O)C1=NC=C2N1C=C(C=C2Cl)S(NC2(COC2)C)(=O)=O 8-Chloro-6-(N-(3-methyloxetan-3-yl)sulfamoyl)imidazo[1,5-a]pyridine-3-carboxylic acid methyl ester